CC1(OC=2C=C(C=C(C2[C@H]2[C@H]1CCC(=C2)C([2H])([2H])[2H])O)CCC2=CC=CC=C2)C (6aR,10aR)-6,6-dimethyl-9-(methyl-d3)-3-phenethyl-6a,7,8,10a-tetrahydro-6H-benzo[c]chromen-1-ol